C1CCC2=C(C=3CCCC3C=C12)NC(=O)[N-]S(N(C[C@H]1OCCC1)C=1C=NN(C1)C)(=O)=O.[Na+] sodium (S)-((1,2,3,5,6,7-hexahydro-s-indacen-4-yl)carbamoyl)(N-(1-methyl-1H-pyrazol-4-yl)-N-((tetrahydrofuran-2-yl)methyl)sulfamoyl)amide